monoethyl-dipropylmalonic acid C(C)C(CC)C(C(=O)O)(C(=O)O)CCC